N-(5-(3-((1-isopropylpiperidin-4-yl)methyl)ureido)-2-methylpyridin-3-yl)-2-(1-methyl-1H-pyrazol-4-yl)pyrazolo[5,1-b]thiazole-7-carboxamide C(C)(C)N1CCC(CC1)CNC(NC=1C=C(C(=NC1)C)NC(=O)C=1C=NN2C1SC(=C2)C=2C=NN(C2)C)=O